(6-methylpyridin-3-yl)methanol CC1=CC=C(C=N1)CO